N-{7-[(2-chloro-4-fluorophenyl)carbonyl]-8-cyano-3-(cyanomethyl)-2-oxo-1,2,3,4-tetrahydroquinazolin-6-yl}-5-fluoro-3-(trifluoromethyl)benzamide ClC1=C(C=CC(=C1)F)C(=O)C1=C(C=C2CN(C(NC2=C1C#N)=O)CC#N)NC(C1=CC(=CC(=C1)F)C(F)(F)F)=O